[Be].[Tl].[Na].[K] Potassium sodium thallium beryllium